n-octyl-(dimethyl)chlorosilane C(CCCCCCC)[Si](Cl)(C)C